ClC=1C=C2C(=CN=C(C2=CN1)OC1CN(C1)C(C)=O)C(=C)OCC 1-(3-((6-Chloro-4-(1-ethoxyvinyl)-2,7-naphthyridin-1-yl)oxy)azetidin-1-yl)ethan-1-one